N1N=BC=C1 1,2,3-diazaborole